imidazo[4',5':5,6]Benzo[1,2-b][1,4]oxazine N1=CN=C2C=CC=3C(OC=CN3)=C21